ethylene bis(2-ethylhexyl) phthalate C(C=1C(C(=O)OCC(CCCC)CC)=CC=CC1)(=O)OCC(CCCC)CC.C=C